(6S)-6-{2-Chloro-3-[(2-methoxypyridin-3-yl)amino]-phenyl}-2-imino-6-methyl-3-(tetrahydropyran-4-yl)-hexahydropyrimidin-4-one ClC1=C(C=CC=C1NC=1C(=NC=CC1)OC)[C@@]1(CC(N(C(N1)=N)C1CCOCC1)=O)C